2-(2'',6''-diphenyl-[1,1':4',1'':4'',1'''-quaterphenyl]-3-yl)-4,6-diphenyl-1,3,5-triazine C1(=CC=CC=C1)C1=C(C(=CC(=C1)C1=CC=CC=C1)C1=CC=CC=C1)C1=CC=C(C=C1)C1=CC(=CC=C1)C1=NC(=NC(=N1)C1=CC=CC=C1)C1=CC=CC=C1